COC=1C=C(C(=O)N(C)C)C=C(C1)NC1=NC=C(C(=N1)NC=1C=CC2=C(NC(O2)=O)C1)C 3-methoxy-N,N-dimethyl-5-(5-methyl-4-(2-oxo-2,3-dihydrobenzo[d]oxazol-5-ylamino)pyrimidin-2-ylamino)benzamide